2-benzyl-3-chloro-6-(2,2-difluoroethyl)-2,4,5,6-tetrahydro-7H-pyrazolo[3,4-c]pyridin-7-one C(C1=CC=CC=C1)N1N=C2C(N(CCC2=C1Cl)CC(F)F)=O